C(C1=CC=CC=C1)OC1=NC(=CC=C1N(C=1C=C(C=CC1)N1[C@H](CN(C[C@H]1C)C(=O)OC(C)(C)C)C)C)OCC1=CC=CC=C1 tert-butyl (3S,5R)-4-[3-[(2,6-dibenzyloxy-3-pyridyl)-methyl-amino]phenyl]-3,5-dimethyl-piperazine-1-carboxylate